ClC=1C=NC(=C(C(=O)NC2CCC(CC2)CN2C(N(C3=C2C=NC=C3)C3=CC(=C(C=C3)OC)F)=O)C1)C(F)F 5-chloro-2-(difluoromethyl)-N-((1r,4r)-4-((1-(3-fluoro-4-methoxyphenyl)-2-oxo-1H-imidazo[4,5-c]pyridin-3(2H)-yl)methyl)cyclohexyl)nicotinamide